6-fluoro-3-(5-methyl-1,3,4-oxadiazol-2-yl)-1H-benzimidazol-2-one FC=1C=CC2=C(NC(N2C=2OC(=NN2)C)=O)C1